ClC1=CC=2C(=NC(=CC2Cl)C(F)(F)F)S1 2,4-dichloro-6-(trifluoromethyl)thieno[2,3-b]pyridine